4-(8-(3-acrylamidophenyl)-quinazolin-6-yl)-N-(pyridin-2-yl)benzamide C(C=C)(=O)NC=1C=C(C=CC1)C=1C=C(C=C2C=NC=NC12)C1=CC=C(C(=O)NC2=NC=CC=C2)C=C1